2-(6-(2,5-dichloropyrimidin-4-yl)-8-fluoro-3-isopropylimidazo[1,2-a]pyridin-2-yl)propan-2-ol ClC1=NC=C(C(=N1)C=1C=C(C=2N(C1)C(=C(N2)C(C)(C)O)C(C)C)F)Cl